C1(CC1)N1CCN(CC1)C1=CC(=C(C=C1[N+](=O)[O-])NC1=NC=C(C(=N1)N1C(C(C2=NC(=CC=C21)C)(C)C)([2H])[2H])C(=O)OC(C)C)OC isopropyl 2-((4-(4-cyclopropylpiperazin-1-yl)-2-methoxy-5-nitrophenyl)amino)-4-(3,3,5-trimethyl-2,3-dihydro-1H-pyrrolo[3,2-b]pyridin-1-yl-2,2-d2)pyrimidine-5-carboxylate